C[C@H]1CN(CC=2N1C(=NC2)[C@@](C(F)(F)F)(C)O)C(=O)OC(C)(C)C tert-butyl (S)-5-methyl-3-((R)-1,1,1-trifluoro-2-hydroxypropan-2-yl)-5,6-dihydroimidazo[1,5-a]pyrazine-7(8H)-carboxylate